C(=C)C=1C(=C(C(=C(C1C(=O)[O-])C(=O)[O-])C=C)C(=O)[O-])C=C Trivinyltrimellitat